(1R,4R)-N1-(4-(5-(cyclopentylmethyl)-1-methyl-1H-pyrazol-4-yl)pyrimidin-2-yl)cyclohexane-1,4-diamine C1(CCCC1)CC1=C(C=NN1C)C1=NC(=NC=C1)NC1CCC(CC1)N